furan phenol salt C1(=CC=CC=C1)O.O1C=CC=C1